N-(1-(1-(azetidin-3-yl)piperidin-4-yl)-2,2,2-trifluoroethyl)-4-(4-morpholino-7H-pyrrolo[2,3-d]pyrimidin-6-yl)aniline N1CC(C1)N1CCC(CC1)C(C(F)(F)F)NC1=CC=C(C=C1)C1=CC2=C(N=CN=C2N2CCOCC2)N1